C(C)(C)(C)OC(=O)N1CCC(CC1)C1=C(C=C(C(=C1)OC)N)C.CON(C(C(=C)C)=O)CC1=CC=C(C=C1)C1=NOC(=N1)C(F)(F)F N-methoxy-2-methyl-N-[[4-[5-(trifluoromethyl)-1,2,4-oxadiazol-3-yl]phenyl]methyl]prop-2-enamide tert-Butyl-4-(4-amino-5-methoxy-2-methylphenyl)piperidine-1-carboxylate